((2S)-1-(((2S)-4-(cyclopropylamino)-3-hydroxy-4-oxo-1-((S)-2-oxopyrrolidin-3-yl)butan-2-yl)amino)-4,4-difluoro-1-oxobutan-2-yl)carbamic acid C1(CC1)NC(C([C@H](C[C@H]1C(NCC1)=O)NC([C@H](CC(F)F)NC(O)=O)=O)O)=O